4-[3-[2,6-dichloro-4-(3-methoxyazetidin-1-yl)benzoyl]-6-methoxy-2,4-dihydro-1,3-benzoxazin-8-yl]-5-fluoro-2-(3-oxa-8-azabicyclo[3.2.1]oct-8-yl)benzoic acid methyl ester COC(C1=C(C=C(C(=C1)F)C1=CC(=CC=2CN(COC21)C(C2=C(C=C(C=C2Cl)N2CC(C2)OC)Cl)=O)OC)N2C1COCC2CC1)=O